N-[(4S)-1'-(7-bromo-6-methyl-pyrazolo[1,5-a]pyrazin-4-yl)-2-chloro-spiro[4,6-dihydro-cyclopenta[D]thiazol-5,4'-piperidin]-4-yl]carbamic acid tert-butyl ester C(C)(C)(C)OC(N[C@@H]1C=2N=C(SC2CC12CCN(CC2)C=2C=1N(C(=C(N2)C)Br)N=CC1)Cl)=O